(3,4-difluorophenyl) carbamate C(N)(OC1=CC(=C(C=C1)F)F)=O